tertiary butyl-ammonium perchlorate Cl(=O)(=O)(=O)[O-].C(C)(C)(C)[NH3+]